ethyl 3-phenyl-1-(2,2,2-trifluoroethyl)-1H-pyrazole-5-carboxylate C1(=CC=CC=C1)C1=NN(C(=C1)C(=O)OCC)CC(F)(F)F